C(C=C)(=O)N1C[C@H](CC1)C1=CN(C=2C(=NNC(C21)=O)N)C2=CC=C(C=C2)OC2=C(C(=CC=C2)F)F (R)-3-(1-acryloylpyrrolidin-3-yl)-7-amino-1-(4-(2,3-difluorophenoxy)phenyl)-1,5-dihydro-4H-pyrrolo[2,3-d]pyridazin-4-one